Cl.CN(C(=O)C1NCCC1)C N,N-dimethylpyrrolidine-2-carboxamide HCl salt